FC1(CC(C1)C(=O)C1=C(C=2C(=NC(=CC2)C2=CC=3C(N=C2)=NN(C3)C)S1)C)F (3,3-difluorocyclobutyl)(3-methyl-6-(2-methyl-2H-pyrazolo[3,4-b]pyridin-5-yl)thieno[2,3-b]pyridin-2-yl)methanone